FC(OC1=C(C(=O)NN)C=CC=C1)(F)F 2-(trifluoromethoxy)benzoic acid hydrazide